ClC1=NC=C(C(=N1)NC1=C(C(=CC=C1)F)NC(C=C)=O)Cl N-(2-((2,5-dichloropyrimidin-4-yl)amino)-6-fluorophenyl)acrylamide